2-[(6-{[5-chloro-2-(4-formylpiperidin-1-yl)pyridin-4-yl]amino}-1-isopropyl-2-oxoquinolin-3-yl)oxy]-N-methylacetamide ClC=1C(=CC(=NC1)N1CCC(CC1)C=O)NC=1C=C2C=C(C(N(C2=CC1)C(C)C)=O)OCC(=O)NC